5-amino-N-ethyl-2-(4,4,5,5-tetramethyl-1,3,2-dioxaborolan-2-yl)benzenesulfonamide NC=1C=CC(=C(C1)S(=O)(=O)NCC)B1OC(C(O1)(C)C)(C)C